ClC1=NNC=2C1=NN(C(C2)=O)C2=C(C=CC=C2F)CC 3-chloro-5-(2-ethyl-6-fluorophenyl)-1H-pyrazolo[4,3-c]pyridazin-6(5H)-one